N,N,N',N'-tetramethyl-1-(3-oxido-2,3-dihydrotriazolo[4,5-b]pyridin-3-ium-1-yl)methanediamine hexafluorophosphate F[P-](F)(F)(F)(F)F.CN(C(N(C)C)N1N[NH+](C2=NC=CC=C21)[O-])C